5-({7-methoxy-9-[(propan-2-yl)amino]-1H,2H,3H-cyclopenta[b]quinolin-6-yl}oxy)pentan-2-ol COC1=CC=2C(=C3C(=NC2C=C1OCCCC(C)O)CCC3)NC(C)C